BrC=1C(=NC(=CC1)OC)C(=O)O 3-bromo-6-methoxy-2-pyridinecarboxylic acid